C(C=C(C)C)(=O)OCC Ethyl senecioate